NC1(CC=C(C=C1)N)N (p-amino)p-phenylenediamine